potassium 2-tetrahydrofuranyl-methoxide O1C(CCC1)C[O-].[K+]